CC1=NOC(=C1C=1C=C2C(=NC1)N(C=C2C=2C=CC(=NC2OCC)C(=O)O)C2CCOCC2)C 5-(5-(3,5-dimethylisoxazol-4-yl)-1-(tetrahydro-2H-pyran-4-yl)-1H-pyrrolo[2,3-b]pyridin-3-yl)-6-ethoxypicolinic acid